NS(=O)(=O)C1=C(N=C(S1)N(C(CC1=CC=C(C=C1)C1=NC=CC=C1)=O)C)C N-[5-(aminosulfonyl)-4-methyl-1,3-thiazol-2-yl]-N-methyl-2-[4-(2-pyridinyl)-phenyl]acetamide